S1C(=NC2=C1C=CC=C2)C2=CC=C(C=N2)NC(CCN2C(CCC2=O)=O)=O N-(6-(benzo[d]thiazol-2-yl)pyridin-3-yl)-3-(2,5-dioxopyrrolidin-1-yl)propanamide